O1CC(C1)N1C[C@H](CC1)C1CC12NCCC(C2)C(=O)N ((R)-1-(oxetan-3-yl)pyrrolidin-3-yl)-4-azaspiro[2.5]octane-7-carboxamide